FC=1C=C(C=CC1)N1CCC2=C1N=C(N=C2C2=CC=NC=C2)N2CCOCC2 4-(7-(3-fluorophenyl)-4-(pyridin-4-yl)-6,7-dihydro-5H-pyrrolo[2,3-d]pyrimidin-2-yl)morpholine